CN(C/C=C/C(=O)OC)CCOCCOCCOS(=O)(=O)C1=CC=C(C)C=C1 (E)-methyl 4-(methyl(2-(2-(2-(tosyloxy)ethoxy)ethoxy) ethyl)amino)but-2-enoate